4-(2-chloro-8-(chloromethyl)-9H-purin-6-yl)morpholine ClC1=NC(=C2N=C(NC2=N1)CCl)N1CCOCC1